2,6-dibenzyloxy-4-iodo-pyridine C(C1=CC=CC=C1)OC1=NC(=CC(=C1)I)OCC1=CC=CC=C1